CO[Si](CCCN)(OC)OC 3-(trimethoxysilyl)propan-1-amine